1-(((4-methoxybenzyl)amino)methyl)-N,N-dimethylcyclobutan-1-amine COC1=CC=C(CNCC2(CCC2)N(C)C)C=C1